3-(3,5-difluoro-4-((1R,3R)-2-(2-fluoro-2-methylpropyl)-3-methyl-2,3,4,9-tetrahydro-1H-pyrido[3,4-b]indol-1-yl)phenoxy)azetidine-1-carboxylic acid tert-butyl ester C(C)(C)(C)OC(=O)N1CC(C1)OC1=CC(=C(C(=C1)F)[C@H]1N([C@@H](CC2=C1NC1=CC=CC=C21)C)CC(C)(C)F)F